4-(2-(4-(2-(Piperidin-1-yl)ethoxy)phenyl)-1H-pyrrolo[2,3-b]pyridin-5-yl)-N-(2,2,2-trifluoroethyl)thiophene-2-carboxamide N1(CCCCC1)CCOC1=CC=C(C=C1)C1=CC=2C(=NC=C(C2)C=2C=C(SC2)C(=O)NCC(F)(F)F)N1